ClC1=CC(=C(C=C1)C(C(=O)NCC=1C=C2CN(C(C2=CC1)=O)C1C(NC(CC1)=O)=O)(F)F)OC(F)(F)F 2-(4-chloro-2-(trifluoromethoxy)phenyl)-N-((2-(2,6-dioxopiperidin-3-yl)-1-oxoisoindolin-5-yl)methyl)-2,2-difluoroacetamide